Methyl (S,E)-3-(3-(4-chlorobenzyl)-2,6-dioxo-4-((4-(pyridin-2-yloxy)phenyl)imino)-1,3,5-triazinan-1-yl)-2-methylpropanoate ClC1=CC=C(CN/2C(N(C(N\C2=N/C2=CC=C(C=C2)OC2=NC=CC=C2)=O)C[C@@H](C(=O)OC)C)=O)C=C1